1-(5-chloro-6-methylpyrazin-2-yl)ethan-1-ol ClC=1N=CC(=NC1C)C(C)O